ClC1=C(C#N)C=C(C(=C1)OCC=1N=NC(=CC1)Cl)C1=C(C=CC(=C1)OC1CC1)F 2-chloro-4-[(6-chloropyridazin-3-yl)methoxy]-5-(5-cyclopropyloxy-2-fluorophenyl)-benzonitrile